C(C)(=O)OC=1C=C2CCN(C(C2=CC1)=O)C(C)=O 2-acetyl-1-oxo-1,2,3,4-tetrahydroisoquinolin-6-yl acetate